3-amino-5-chloroformyl-2,4,6-triiodobenzoic acid methyl ester COC(C1=C(C(=C(C(=C1I)C(=O)Cl)I)N)I)=O